4-(4-Chloro-3-methylphenethyl)piperidine ClC1=C(C=C(CCC2CCNCC2)C=C1)C